13-methyl-12-(2,3,6-trifluorophenyl)-17,20-dioxa-5,9,14,26,28-pentazahexacyclo[22.5.2.11,4.13,7.110,14.027,30]tetratriaconta-3,5,7(33),22,24(31),25,27(30)-heptaene-8,29,32-trione CC1C(CC2NC(C=3C=NC4=C(CC5(C(NC=6N=CC(C=CCOCCOCCN1C2=O)=CC56)=O)C4)C3)=O)C3=C(C(=CC=C3F)F)F